Cl.NC(C(=O)N1CCN(CC1)C(=O)NC1=NC(N(C=C1)C1=CC=C(C=C1)CN1C[C@@H]2[C@H]([C@@H]2CC1)N)=O)(C)C 4-(2-Amino-2-methylpropanoyl)-N-(1-(4-(((1R,6R,7S)-7-amino-3-azabicyclo[4.1.0]heptan-3-yl)methyl)phenyl)-2-oxo-1,2-dihydropyrimidin-4-yl)piperazine-1-carboxamide Hydrochloride Salt